1-{5-[(R)-(1,3-dimethyl-azetidin-3-yl)-hydroxy-(4-isopropyl-phenyl)-methyl]-pyridin-3-yl}-4-(6-trifluoromethyl-pyridin-3-yl)-pyrrolidin-2-one CN1CC(C1)(C)[C@@](C=1C=C(C=NC1)N1C(CC(C1)C=1C=NC(=CC1)C(F)(F)F)=O)(C1=CC=C(C=C1)C(C)C)O